O1C2=C(OCC1)C=C(C=C2)O[C@@H]2C[C@@H](N(CC2)C=2C(=CC=1N(N2)C(C=CN1)=O)C)C 7-((2S,4S)-4-((2,3-dihydrobenzo[b][1,4]dioxin-6-yl)oxy)-2-methylpiperidin-1-yl)-8-methyl-4H-pyrimido[1,2-b]pyridazin-4-one